N2-isopropyl-N4-(1-methyl-1H-pyrazol-4-yl)-6-phenyl-1,3,5-triazine-2,4-diamine C(C)(C)NC1=NC(=NC(=N1)NC=1C=NN(C1)C)C1=CC=CC=C1